antimonic acid chloride [Sb](=O)(Cl)(Cl)Cl